BrC=1C=C(C2=C(N=NN2)C1)C(=O)OC methyl 6-bromo-3H-1,2,3-benzotriazole-4-carboxylate